N-Methyl-N-propyltryptamine CN(CCC1=CNC2=CC=CC=C12)CCC